C(C)(=O)C=1SC(=CC1)C 2-acetyl-5-methyl-thiophene